O=C1NC(CCC1N1C(C2=CC=CC(=C2C1=O)CN1CCNCC1)=O)=O 2-(2,6-dioxo-3-piperidyl)-4-(piperazin-1-ylmethyl)isoindoline-1,3-dione